6-Chloropyridine-3-carbonitrile ClC1=CC=C(C=N1)C#N